C(C)(C)C1=C(NC2=CC=C(C=C12)C1CCNCC1)C=1C=CC=2N(C1)C(=CN2)C#N 6-(3-isopropyl-5-(piperidin-4-yl)-1H-indol-2-yl)imidazo[1,2-a]pyridine-3-carbonitrile